(S)-5-(((tert-butylsulfinyl)amino)methyl)-N-hydroxythiophene-2-carboximidamide C(C)(C)(C)[S@](=O)NCC1=CC=C(S1)C(NO)=N